ClC1=C(OCC2CNCC2)C=CC=C1 3-[(2-Chlorophenoxy)methyl]pyrrolidine